COC1=C(C=NN1)C=1N=C(C2=C(N1)C=NC=C2)N2CCC1(CCNC1)CC2 2-(5-methoxy-1H-pyrazol-4-yl)-4-(2,8-diazaspiro[4.5]decan-8-yl)pyrido[3,4-d]pyrimidine